(R) or (S)-N'-((2,3-dicyclopropyl-6,7-dihydro-5H-cyclopenta[b]pyridin-4-yl)carbamoyl)-1-(difluoromethyl)-1H-pyrazole-3-sulfonimidamide C1(CC1)C1=C(C(=C2C(=N1)CCC2)NC(=O)N=[S@](=O)(N)C2=NN(C=C2)C(F)F)C2CC2 |o1:16|